C(=C\C)/C1=NN=C(O1)C1=C(NC2=CC=C(C=C2)C(F)(F)F)C=CC=C1 (E)-2-(5-(prop-1-en-1-yl)-1,3,4-oxadiazol-2-yl)-N-(4-(trifluoromethyl)phenyl)aniline